C(C1=CC=CC=C1)(=O)OC(CC1=C(C(=C2C(C=C(C3=C4C(=CC(C5=C(C(=C(C(C1=C23)=C45)CC(C)OC(=O)OC4=CC=C(C=C4)O)OC)O)=O)OC)OC)=O)O)OC)C 1-(3,10-dihydroxy-12-(2-(((4-hydroxyphenoxy)carbonyl)oxy)propyl)-2,6,7,11-tetramethoxy-4,9-dioxo-4,9-dihydroperylen-1-yl)propan-2-yl benzoate